(R)-1-(1-(1-((3,3-Difluoropiperidin-4-yl)methyl)piperidin-4-yl)-2-methyl-1H-indol-4-yl)dihydropyrimidine-2,4(1H,3H)-dione FC1(CNCC[C@@H]1CN1CCC(CC1)N1C(=CC2=C(C=CC=C12)N1C(NC(CC1)=O)=O)C)F